The molecule is an acene that consists of nine ortho-fused benzene rings in a rectilinear arrangement. It is an acene and a member of nonacenes. C1=CC=C2C=C3C=C4C=C5C=C6C=C7C=C8C=C9C=CC=CC9=CC8=CC7=CC6=CC5=CC4=CC3=CC2=C1